CC1=C(C(CCC1)(C)C)CC1OCC(O1)C=O 2-[(2,6,6-trimethylcyclohex-1-en-1-yl)methyl]-1,3-dioxolane-4-carbaldehyde